(R)-N-(1-(3-(difluoromethyl)-2-fluorophenyl)ethyl)-2-methyl-6-(pyrimidin-5-yl)pyrido[2,3-d]pyrimidin-4-amine FC(C=1C(=C(C=CC1)[C@@H](C)NC=1C2=C(N=C(N1)C)N=CC(=C2)C=2C=NC=NC2)F)F